2-(piperonyl)-5,6,7,8-tetramethoxy-4H-benzopyran-4-one C(C1=CC=2OCOC2C=C1)C=1OC2=C(C(C1)=O)C(=C(C(=C2OC)OC)OC)OC